(phenyl)(diphenylfluorenyl)(dibenzofuranylphenyl)amine C1(=CC=CC=C1)N(C1=C(C=CC=C1)C1=CC=CC=2OC3=C(C21)C=CC=C3)C3=C(C(=CC=2C1=CC=CC=C1CC32)C3=CC=CC=C3)C3=CC=CC=C3